C(C)OC(C\C=C/C1=C(C(=CC(=C1)NC(C)=O)F)OC)=O (Z)-4-(5-acetamido-3-fluoro-2-methoxyphenyl)but-3-enoic acid ethyl ester